(R)-2-hydroxy-1-(1-((6-(3-methylmorpholino)-2-(1H-pyrrolo[2,3-b]-pyridin-4-yl)pyrimidin-4-yl)imino)-1-oxido-1λ6-thiomorpholino)ethan-1-one OCC(=O)N1CCS(CC1)(=O)=NC1=NC(=NC(=C1)N1[C@@H](COCC1)C)C1=C2C(=NC=C1)NC=C2